(R)-3-(6-(3-methylmorpholino)-4-(4,4,5,5-tetramethyl-1,3,2-dioxaborolan-2-yl)pyridin-2-yl)oxetan-3-ol C[C@@H]1COCCN1C1=CC(=CC(=N1)C1(COC1)O)B1OC(C(O1)(C)C)(C)C